C(CCCCCCCCCC)O undecanol